FC1(CNCCC1NC(=O)C1=C(OC2=C1C(=C(C=C2)OCC=2C(=NC=CC2)C(F)(F)F)F)C)F N-(3,3-difluoropiperidin-4-yl)-4-fluoro-2-methyl-5-((2-(trifluoromethyl)pyridin-3-yl)-methoxy)benzofuran-3-carboxamide